FC1(CCC(CC1)CN1[C@@H]2COC[C@H]1CN(C2)C(=O)OC(C)(C)C)F tert-butyl (1S,5R)-9-[(4,4-difluorocyclohexyl)methyl]-3-oxa-7,9-diazabicyclo[3.3.1]nonane-7-carboxylate